C(C)NN(C(CCCCCCC\C=C/CCCCCCCC)=O)NCC N,N-diethylaminooleamide